3-glycidoxypropyltri-(2-methyl-3-hydroxypropoxy)silane t-Butyl-6-hydroxy-3,8-diazabicyclo[3.2.1]octane-8-carboxylate C(C)(C)(C)OC(=O)N1C2CNCC1C(C2)O.C(C2CO2)OCCC[Si](OCC(CO)C)(OCC(CO)C)OCC(CO)C